O1CCC(CC1)C1=NN2C(C=C(C(=C2)C(=O)N)NC(=O)C2=NC(=CC=C2)C(F)(F)F)=C1 2-tetrahydropyran-4-yl-5-[[6-(trifluoromethyl)pyridine-2-carbonyl]amino]pyrazolo[1,5-a]pyridine-6-carboxamide